ClC=1SC=CC1C1=NN2C(=NC=3C=CC=CC3C2=N1)N[C@H]1C(NCCCC1)=O (3R)-3-{[2-(2-chlorothien-3-yl)[1,2,4]triazolo[1,5-c]quinazolin-5-yl]amino}azepan-2-one